6-benzoyladenosine C(C1=CC=CC=C1)(=O)C1(C2=NCN([C@H]3[C@H](O)[C@H](O)[C@@H](CO)O3)C2=NC=N1)N